C(C)(C)(C)C1=C(C(=NC=C1)OC1=C(C=C(C=C1C)C)C)C(=O)NS(=O)(=O)C1=CC(=NC=C1)OC tert-butyl-N-[(2-methoxy-4-pyridyl)sulfonyl]-2-(2,4,6-trimethylphenoxy)pyridine-3-carboxamide